C(C(C)C)(=O)N1C(C2=C(C3=CC=CC=C13)OC1=CC=CC=C1C2=O)=O 5-isobutyryl-6H-chromeno[3,2-c]quinoline-6,7(5H)-dione